5-(carboxyphenyl)porphyrin manganese [Mn].C(=O)(O)C1=C(C=CC=C1)C=1C2=CC=C(N2)C=C2C=CC(C=C3C=CC(=CC=4C=CC1N4)N3)=N2